3-fluoro-4-[[5-(2-fluoro-4-methyl-anilino)-4-methyl-3-pyridyl]methyl]pyridin-2-amine FC=1C(=NC=CC1CC=1C=NC=C(C1C)NC1=C(C=C(C=C1)C)F)N